(S)-2-(1-(3-cyanophenyl)-1H-pyrazol-4-yl)-N-(5-cyclopropyl-1H-pyrazol-3-yl)propanamide C(#N)C=1C=C(C=CC1)N1N=CC(=C1)[C@@H](C(=O)NC1=NNC(=C1)C1CC1)C